2-(3,4-dichlorophenyl)-1-ethyl-5-(6-fluoro-3-pyridyl)-6-methyl-4-oxo-pyridine-3-carboxylic acid ClC=1C=C(C=CC1Cl)C=1N(C(=C(C(C1C(=O)O)=O)C=1C=NC(=CC1)F)C)CC